N-(3-chloro-4-(3-fluorobenzyloxy)phenyl)-6-(5-((2-(methylsulfonyl)ethylamino)methyl)furan-2-yl)quinazolin-4-amine ClC=1C=C(C=CC1OCC1=CC(=CC=C1)F)NC1=NC=NC2=CC=C(C=C12)C=1OC(=CC1)CNCCS(=O)(=O)C